2-methyl-3-hydroxy-5-butyl-1,4-naphthoquinone CC=1C(C2=CC=CC(=C2C(C1O)=O)CCCC)=O